Tert-butyl methyl((3S)-1-(5-((Z)-4,4,4-trifluoro-1-(3-fluoro-1-(tetrahydro-2H-pyran-2-yl)-1H-indazol-5-yl)-2-phenylbut-1-en-1-yl)pyridin-2-yl)piperidin-3-yl)carbamate CN(C(OC(C)(C)C)=O)[C@@H]1CN(CCC1)C1=NC=C(C=C1)\C(=C(\CC(F)(F)F)/C1=CC=CC=C1)\C=1C=C2C(=NN(C2=CC1)C1OCCCC1)F